Cl.CC1(CC2=C(C=C3N2CCN(C3=O)C3=C(C(=CC=C3)C=3C2=C(N=CN3)NC(=C2)C2=CC=C(C=C2)N2CCNCC2)C)C1)C 7,7-dimethyl-2-(2-methyl-3-(6-(4-(piperazin-1-yl)phenyl)-7H-pyrrolo[2,3-d]Pyrimidin-4-yl)phenyl)-3,4,7,8-tetrahydro-2H-cyclopenta[4,5]Pyrrolo[1,2-a]Pyrazine-1(6H)-one hydrochloride